2-(2-methyl-2-propenyl)cyclododecan-1-one CC(CC1C(CCCCCCCCCC1)=O)=C